C(C)C(CO)C(C(CCCC)CC)O 2,4-diethyl-1,3-octanediol